methyl 9-(1-((3,4-difluorophenyl)amino)ethyl)-2-morpholino-4-oxo-4H-pyrido[1,2-a]pyrimidine-7-carboxylate FC=1C=C(C=CC1F)NC(C)C1=CC(=CN2C1=NC(=CC2=O)N2CCOCC2)C(=O)OC